P(=S)(SC1CCCCC1)(OC1CCCCC1)[O-].[Cu+2].C1(CCCCC1)SP(=S)(OC1CCCCC1)[O-] copper di(cyclohexyl) dithiophosphate